(2-(((2R,3S,4R,5R)-5-(6-chloro-4-(cyclopentylamino)-1H-pyrazolo[3,4-d]pyrimidin-1-yl)-3,4-dihydroxytetrahydrofuran-2-yl)methoxy)-1-hydroxy-3-(pyridin-2-yl)propan-2-yl)phosphonic acid ClC1=NC(=C2C(=N1)N(N=C2)[C@H]2[C@@H]([C@@H]([C@H](O2)COC(CO)(CC2=NC=CC=C2)P(O)(O)=O)O)O)NC2CCCC2